C(C)(C)(C)OC(N(CCC(=O)NCCCNC=1C=C(C=C2C=NN(C12)CC1=CC=C(C=C1)OC)N1C=NN=C1)CC1=CC(=C(C=C1)OC(F)(F)F)Cl)=O tert-butyl-3-chloro-4-(trifluoromethoxy)benzyl(3-((3-((1-(4-methoxybenzyl)-5-(4H-1,2,4-triazol-4-yl)-1H-indazol-7-yl)amino)propyl)amino)-3-oxopropyl)carbamate